BrC1=CC(=C(C=C1)C1=CC=C(C=C1)Br)[N+](=O)[O-] 4,4'-dibromo-2-nitro-1,1'-biphenyl